8,9-dihydro-2,7,9a-triazabenzo[cd]Azulene C1=NC2=C3C(C=NCCN13)=CC=C2